tert-butyl N-[5-[[2-[(2S,5S)-4,4-difluoro-2-(4-fluorophenyl)-5-methyl-1-piperidyl]-2-oxo-acetyl]amino]-3-methyl-2-pyridyl]carbamate FC1(C[C@H](N(C[C@@H]1C)C(C(=O)NC=1C=C(C(=NC1)NC(OC(C)(C)C)=O)C)=O)C1=CC=C(C=C1)F)F